{2-[(9R)-9-phenyl-6-oxaspiro[4.5]decan-9-yl]ethyl}({[5-(trifluoromethyl)pyridin-3-yl]methyl})amine C1(=CC=CC=C1)[C@@]1(CCOC2(CCCC2)C1)CCNCC=1C=NC=C(C1)C(F)(F)F